4,4'-(3,4-dimethylenehexane-1,6-diyl)bis(1-methylpiperazine) C=C(CCN1CCN(CC1)C)C(CCN1CCN(CC1)C)=C